(3R,4S,5S)-3-amino-4-hydroxy-5-methylpiperidine N[C@@H]1CNC[C@@H]([C@@H]1O)C